N-(6-(3-(2-(3,5-bis(trifluoromethyl)phenyl)acetamido)-4-fluorophenoxy)benzo[d]thiazol-2-yl)cyclopropanecarboxamide FC(C=1C=C(C=C(C1)C(F)(F)F)CC(=O)NC=1C=C(OC2=CC3=C(N=C(S3)NC(=O)C3CC3)C=C2)C=CC1F)(F)F